di-(tert-butylcyclohexyl) peroxydicarbonate C(=O)(OC1(CCCCC1)C(C)(C)C)OOC(=O)OC1(CCCCC1)C(C)(C)C